methyl-6-((4-(trifluoromethyl)phenyl)carbamoyl)nicotinic acid CC1=C(C(=O)O)C=CC(=N1)C(NC1=CC=C(C=C1)C(F)(F)F)=O